COC1=CC=C(C=C1)/C=N/N=C/C2=CC=C(C=C2)OC p-anisalazine